C(#N)C=1C(=CC(=NC1N1[C@H](CC1)C)N1C[C@@H]2C([C@@H]2C1)[C@H](C(=O)O)C)C(F)(F)F (R)-2-((1R,5S,6R)-3-(5-cyano-6-((S)-2-methylazetidin-1-yl)-4-(trifluoromethyl)pyridin-2-yl)-3-azabicyclo[3.1.0]hexane-6-yl)propanoic acid